N-[(6-Amino-2-pyridyl)sulfonyl]-5-[(E)-5-methylhex-1-enyl]-2-(2,2,4-trimethylpyrrolidin-1-yl)pyridin-3-carboxamid NC1=CC=CC(=N1)S(=O)(=O)NC(=O)C=1C(=NC=C(C1)\C=C\CCC(C)C)N1C(CC(C1)C)(C)C